tert-butyl rac-(1R,2R)-2-(2,2-difluoro-5-hydroxypentyl)cyclopropane-1-carboxylate FC(C[C@@H]1[C@@H](C1)C(=O)OC(C)(C)C)(CCCO)F |r|